6-chloro-N-(2,2-difluorocyclobutyl)-8-((4-methoxybenzyl)(methyl)amino)imidazo[1,2-b]pyridazine-3-carboxamide ClC=1C=C(C=2N(N1)C(=CN2)C(=O)NC2C(CC2)(F)F)N(C)CC2=CC=C(C=C2)OC